C1(CC1)COC1=C(OC2C3CN(CC2CC3)C=3N=NC(=CC3)C(F)(F)F)C=CC(=C1)C(F)(F)F (8-syn)-8-(2-cyclopropylmethoxy-4-trifluoromethylphenoxy)-3-(6-trifluoromethylpyridazin-3-yl)-3-aza-bicyclo[3.2.1]octane